C(C1=CC=CC=C1)OC/C=C/C(O)C1=CC=CC=C1 (E)-4-benzyloxy-1-phenyl-2-buten-1-ol